C1(CC1)NC(CN1N=C(C=CC1=O)C1=C(C=C(C=C1)OC)F)=O N-cyclopropyl-2-(3-(2-fluoro-4-methoxyphenyl)-6-oxopyridazin-1(6H)-yl)acetamide